N-(4,4-Dimethyl-hexyl)-2-ethylsulfanyl-4-methyl-6-morpholin-4-yl-pyridine-3-carboxylic acid amide CC(CCCNC(=O)C=1C(=NC(=CC1C)N1CCOCC1)SCC)(CC)C